C(C)(C)(C)OC(=O)NC(COC=1C=C(C(=O)OC)C=C(C1Cl)[N+](=O)[O-])CC=CC methyl 3-((2-((tert-butoxycarbonyl) amino) hex-4-en-1-yl) oxy)-4-chloro-5-nitrobenzoate